NC=1SC=C(N1)C1=CC=C(C=C1)O 4-(2-aminothiazol-4-yl)-phenol